C(C=C)N1N(C2=NC(=NC=C2C1=O)NC=1C=C2C=NN(C2=CC1)C)C1=NC(=CC=C1)O[C@H]1C[C@H](NCC1)C |o1:31,33| rel-2-allyl-6-((1-methyl-1H-indazol-5-yl)amino)-1-(6-(((2R,4R)-2-methylpiperidin-4-yl)oxy)pyridin-2-yl)-1,2-dihydro-3H-pyrazolo[3,4-d]pyrimidin-3-one